4-METHYL-1H-INDOLE CC1=C2C=CNC2=CC=C1